N-{[(1r,4r)-4-{7-[1-(difluoromethyl)-1H-pyrazol-4-yl]imidazo[1,2-a]pyridin-2-yl}cyclohexyl]methyl}-2,3,5-trifluoro-4-hydroxybenzamide FC(N1N=CC(=C1)C1=CC=2N(C=C1)C=C(N2)C2CCC(CC2)CNC(C2=C(C(=C(C(=C2)F)O)F)F)=O)F